C.[C] carbon (methane)